3-(4-(((3-(Hydroxymethyl)phenyl)thio)methyl)-1H-1,2,3-triazol-1-yl)-N-((tetrahydro-2H-pyran-2-yl)oxy)benzamide OCC=1C=C(C=CC1)SCC=1N=NN(C1)C=1C=C(C(=O)NOC2OCCCC2)C=CC1